rac-3-(4-methoxybenzyl)-5-((1S*,2S*)-2-(4-methylpyrimidin-2-yl)cyclopropyl)-3H-imidazo[4,5-b]pyridine COC1=CC=C(CN2C=NC=3C2=NC(=CC3)[C@@H]3[C@H](C3)C3=NC=CC(=N3)C)C=C1 |r|